N-(4-aminopyridin-2-yl)-N-(4-fluorophenyl)butanamide potassium chloride [Cl-].[K+].NC1=CC(=NC=C1)N(C(CCC)=O)C1=CC=C(C=C1)F